(1-benzylindazol-3-yl)-(5-methyl-2-pyrimidin-2-yl-7,8-dihydro-5H-pyrido[4,3-d]pyrimidin-6-yl)methanone C(C1=CC=CC=C1)N1N=C(C2=CC=CC=C12)C(=O)N1C(C2=C(N=C(N=C2)C2=NC=CC=N2)CC1)C